N-(2-((2-(dimethylamino)ethyl)(methyl)amino)-5-((4-(6-fluoro-3-methyl-1H-indazol-1-yl)-1,3,5-triazin-2-yl)amino)-4-methoxyphenyl)acrylamide CN(CCN(C1=C(C=C(C(=C1)OC)NC1=NC=NC(=N1)N1N=C(C2=CC=C(C=C12)F)C)NC(C=C)=O)C)C